O.N(N)C1=CC=C(C=C1)S(=O)(=O)O.N(N)C1=CC=C(C=C1)S(=O)(=O)O p-Hydrazinobenzenesulfonic ACID HEMIHYDRATE